O=C(CNS(=O)(=O)CC1=CC=CC=C1)C1=CC=C(C=C1)C1=NOC(=N1)C(F)(F)F N-(2-oxo-2-(4-(5-(trifluoromethyl)-1,2,4-oxadiazol-3-yl)phenyl)ethyl)-1-phenylmethanesulfonamide